rel-(4R)-4-[7-[[1-(2-hydroxyethyl)pyrazol-4-yl]amino]-1-methyl-2-oxo-4H-pyrimido[4,5-d]pyrimidin-3-yl]-8-methoxy-3,4-dihydro-2H-quinoline-1-carboxylic acid tert-butyl ester C(C)(C)(C)OC(=O)N1CC[C@H](C2=CC=CC(=C12)OC)N1C(N(C2=NC(=NC=C2C1)NC=1C=NN(C1)CCO)C)=O |o1:10|